NC=1N=[N+](C2=C([N+]1[O-])C=CC=C2)[O-] 3-amino-1,2,4-benzotriazine-1,4-dioxide